BrC1=CN2C=C(C=C2C=C1)C(=O)O 6-bromoindolizine-2-carboxylic acid